NC1=NC=2C=C(C=CC2C2=C1N=C(N2CC(CO)(C)CO)CCCC)CCCN2CCN(CC2)C(CCCCCCCCCCCCCCCCC)=O 1-(4-(3-(4-amino-2-butyl-1-(3-hydroxy-2-(hydroxymethyl)-2-methylpropyl)-1H-imidazo[4,5-c]quinolin-7-yl)propyl)piperazin-1-yl)octadecan-1-one